BrCC1=CC=C(N=N1)N1C(NC(CC1)=O)=O 1-(6-(Bromomethyl)pyridazin-3-yl)dihydropyrimidine-2,4(1H,3H)-dione